6-(benzyloxy)-N1-methylbenzene-1,2-diamin C(C1=CC=CC=C1)OC=1C=CC=C(C1NC)N